3,3,8-trifluoro-3,4-dihydroquinolin-2(1H)-one FC1(C(NC2=C(C=CC=C2C1)F)=O)F